nickel-iron-chromium silicate [Si]([O-])([O-])([O-])[O-].[Cr+3].[Fe+2].[Ni+2]